1,3,5-Tris(4-tert-butyl-3-hydroxy-2,6-dimethylbenzyl)-1,3,5-triazine-2,4,6(1h,3h,5h)-trione C(C)(C)(C)C1=C(C(=C(CN2C(N(C(N(C2=O)CC2=C(C(=C(C=C2C)C(C)(C)C)O)C)=O)CC2=C(C(=C(C=C2C)C(C)(C)C)O)C)=O)C(=C1)C)C)O